The molecule is a charged berberine alkaloid obtained by N-methylation of (S)-scoulerine. It has a role as an EC 3.1.1.7 (acetylcholinesterase) inhibitor and a plant metabolite. It is a quaternary ammonium ion and a berberine alkaloid. It derives from a (S)-scoulerine. C[N@@+]12CCC3=CC(=C(C=C3[C@@H]1CC4=C(C2)C(=C(C=C4)OC)O)O)OC